tri(8-hydroxyquinoline) aluminium [Al].OC=1C=CC=C2C=CC=NC12.OC=1C=CC=C2C=CC=NC12.OC=1C=CC=C2C=CC=NC12